4-(4-methylthiophene-2-yl)butanoic acid CC=1C=C(SC1)CCCC(=O)O